NCCOCCC(=O)N(CCOCCOCC#C)CCOCCOCC#C 3-(2-aminoethoxy)-N,N-bis(2-(2-(prop-2-yn-1-yloxy)ethoxy)ethyl)propanamide